FC(OC(C(OC(C(=O)O)(F)F)(F)F)(F)F)(F)F nonafluoro-3,6-dioxaheptanoic acid